2-(2-methoxyphenoxy)-3-propanol COC1=C(OC(C)CO)C=CC=C1